BrC1=C(C=C(C=C1)NC(C)=O)S(F)(F)(F)(F)F N-[4-bromo-3-(pentafluoro-sulfanyl)phenyl]acetamide